ClCC=1C=C2CCC(OC2=CC1)C1=CC(=C(C=C1)Cl)Cl 6-(chloromethyl)-2-(3,4-dichlorophenyl)chroman